n-octyltris(trimethylsiloxy)silane C(CCCCCCC)[Si](O[Si](C)(C)C)(O[Si](C)(C)C)O[Si](C)(C)C